NCCNCCCS(=O)(=O)O 3-[(2-aminoethyl)amino]propanesulfonic acid